N-[(1S)-1-[[5-[3-(1-amino-1-methyl-ethyl)phenyl]-2-chloro-phenyl]methyl]-2-[4-(3,5-dimethylimidazol-4-yl)anilino]-2-oxo-ethyl]-2-methyl-pyrazole-3-carboxamide NC(C)(C)C=1C=C(C=CC1)C=1C=CC(=C(C1)C[C@@H](C(=O)NC1=CC=C(C=C1)C=1N(C=NC1C)C)NC(=O)C=1N(N=CC1)C)Cl